1-((1R,3S,5R,7R,8S)-8-hydroxy-5-(hydroxymethyl)-3-methyl-2,6-dioxabicyclo[3.2.1]octan-7-yl)-5-methylpyrimidine-2,4(1H,3H)-dione O[C@H]1[C@H]2O[C@H](C[C@@]1(O[C@H]2N2C(NC(C(=C2)C)=O)=O)CO)C